2-amino-N-cyclopropyl-5-{2-[(1S)-1-cyclopropylethyl]-1-oxo-7-(prop-2-yl)-2,3-dihydro-1H-isoindol-5-yl}pyrazolo[1,5-a]pyrimidine-3-carboxamide NC1=NN2C(N=C(C=C2)C=2C=C3CN(C(C3=C(C2)C(C)C)=O)[C@@H](C)C2CC2)=C1C(=O)NC1CC1